O1C(=CC=C1)C=1C=CC(=C(C1)NC1=NC=NC2=CC(=C(C=C12)OC1CCN(CC1)C(C=C)=O)OC)OC1COC1 1-(4-((4-((5-(furan-2-yl)-2-(oxetan-3-yloxy)phenyl)amino)-7-methoxyquinazolin-6-yl)oxy)piperidin-1-yl)prop-2-en-1-one